3-(7-(Hydroxymethyl)-1-oxophthalazin-2(1H)-yl)piperidine-2,6-dione OCC1=CC=C2C=NN(C(C2=C1)=O)C1C(NC(CC1)=O)=O